3-[2-[(2S)-2-[[(tert-butyldimethylsilyl)oxy]methyl]piperidine-1-carbonyl]phenyl]propanenitrile [Si](C)(C)(C(C)(C)C)OC[C@H]1N(CCCC1)C(=O)C1=C(C=CC=C1)CCC#N